C(#N)CC(=O)[O-] cyano-acetat